ethane-1,2-dithiol C(CS)S